((4-cyano-7-(4-(1,1-difluoroethyl)phenyl)-2,3-dihydrobenzofuran-5-yl)amino)methacrylic acid C(#N)C1=C(C=C(C2=C1CCO2)C2=CC=C(C=C2)C(C)(F)F)NC=C(C(=O)O)C